BrC1=CC=C(C(=O)N(C)C[C@@H](C)O)C=C1 4-bromo-N-[(2R)-2-hydroxypropyl]-N-methylbenzamide